CC(C)C([2H])([2H])[2H] 2-methylpropane-3,3,3-d3